BrC1=C(C=CC(=C1F)OC)CBr 2-bromo-1-(bromomethyl)-3-fluoro-4-methoxybenzene